R-isophthalic acid C(C1=CC(C(=O)O)=CC=C1)(=O)O